5-[4-amino-5-(trifluoromethyl)pyrrolo[2,1-f][1,2,4]triazin-7-yl]-N-[(3R,4S)-1-(3,5-difluoropyridine-4-carbonyl)-4-fluoropyrrolidin-3-yl]-4-fluoro-2-methylbenzamide NC1=NC=NN2C1=C(C=C2C=2C(=CC(=C(C(=O)N[C@@H]1CN(C[C@@H]1F)C(=O)C1=C(C=NC=C1F)F)C2)C)F)C(F)(F)F